2-amino-2-(3'-chloro-[1,1'-biphenyl]-4-yl)acetic acid NC(C(=O)O)C1=CC=C(C=C1)C1=CC(=CC=C1)Cl